5,13,19-trimethylpentatriacontane CC(CCCC)CCCCCCCC(CCCCCC(CCCCCCCCCCCCCCCC)C)C